(3S,4R)-4-((tert-butyldimethylsilyl)oxy)-3-(cyclopentyloxy)-4-(3,5-dimethoxy-4-methylphenyl)butyronitrile [Si](C)(C)(C(C)(C)C)O[C@@H]([C@H](CC#N)OC1CCCC1)C1=CC(=C(C(=C1)OC)C)OC